C(C)(C)(C)OC(=O)N1CCN(CC1)C(C)C1=CSC2=C1N=C(N=C2N2[C@@H](COCC2)C)C2=C1C(=NC=C2)NC=C1 4-(1-(4-((R)-3-methylmorpholinyl)-2-(1H-pyrrolo[2,3-b]pyridin-4-yl)thieno[3,2-d]pyrimidin-7-yl)ethyl)piperazine-1-carboxylic acid tert-butyl ester